vinyl-triisopropoxysilane methyl-2-(6-(4-(1-(4-chloro-3-fluorophenyl)-3,3-dimethyl-2,3-dihydro-1H-pyrrolo[3,2-b]pyridine-5-carbonyl)-3,3-dimethylpiperazin-1-yl)pyridin-3-yl)acetate COC(CC=1C=NC(=CC1)N1CC(N(CC1)C(=O)C1=CC=C2C(=N1)C(CN2C2=CC(=C(C=C2)Cl)F)(C)C)(C)C)=O.C(=C)[Si](OC(C)C)(OC(C)C)OC(C)C